CC=1C(=CC2=C(N(C(N2)=O)C2CCNCC2)C1)C=1C=C(C=2N(C1)N=CN2)C 6-methyl-5-(8-methyl-[1,2,4]triazolo[1,5-a]pyridin-6-yl)-1-(piperidin-4-yl)-1,3-dihydro-2H-benzo[d]imidazol-2-one